methyl β-iodoacrylate IC=CC(=O)OC